C(C)(C)(C)C1=C(C(=CC(=C1)Cl)C(C)(C)C)C=1C(C=CC(C1)=CC1=CC=CC=C1)=O 2,6-di-tert-butyl-4-chlorophenyl-phenylmethylene-2,5-cyclohexadien-1-one